C(C)C=1N=CC(=NC1)C(C(=O)O)(C)C 2-(5-ethylpyrazin-2-yl)-2-methylpropanoic acid